ONC(=O)C1=CC2=C(CN([C@H](CO2)C2=C3C=CC=NC3=CC=C2)C(=O)C2CCOCC2)C=C1 (S)-N-hydroxy-3-(quinolin-5-yl)-4-(tetrahydro-2H-pyran-4-carbonyl)-2,3,4,5-tetrahydrobenzo[f][1,4]oxazepine-8-carboxamide